9-(4-methylsulfonyl-benzenesulfonyloxy)-10-methoxy-5,8,13,13a-tetrahydro-6H-[1,3]dioxolo[4,5-g]isoquino[3,2-a]isoquinoline CS(=O)(=O)C1=CC=C(C=C1)S(=O)(=O)OC1=C(C=CC=2CC3N(CCC4=CC5=C(C=C34)OCO5)CC12)OC